CC1(OB(OC1(C)C)C=1C=C(CN2OCCC2=O)C=CC1)C 2-(3-(4,4,5,5-tetramethyl-1,3,2-dioxaborolan-2-yl)benzyl)isoxazolidin-3-one